N-[[6-(3,3-dimethylbutyl)-6-azaspiro[2.5]octan-2-yl]methyl]-6-(6-quinolyl)pyridazin-3-amine CC(CCN1CCC2(C(C2)CNC=2N=NC(=CC2)C=2C=C3C=CC=NC3=CC2)CC1)(C)C